CC(CCCCCCCCCCCCCC)CCCCCCCCCCCCCCCCCCCC 15-Methylpentatriacontane